C1CC12NCCN(C2)C2=CC=CC=1NC=NC12 4-(4,7-diazaspiro[2.5]octan-7-yl)-1H-benzo[d]-imidazole